Cl.NC1=CC=CC=C1.NC1=CC=CC=C1 dianiline hydrochloride